oxindolespiro-1,3-dioxolane O1C2(OCC1)C(NC1=CC=CC=C12)=O